FC1=C(C=C(C=C1)OC=1C(=C2C=CNC2=C(C1F)F)F)C=1NC=C(N1)[C@@]1(CCOC2=C(C=CC=C12)CCC(=O)OCC)C ethyl 3-[(4R)-4-[2-[2-fluoro-5-[(4,6,7-trifluoro-1H-indol-5-yl)oxy]phenyl]-1H-imidazol-4-yl]-4-methyl-chroman-8-yl]propanoate